FC=1C=C(COC2=NC(N3C(N4[C@@H](COCC4)C3)=C2)=O)C=CC1 (R)-7-((3-fluorobenzyl)oxy)-3,4,11,11a-tetrahydropyrimido[6',1':2,3]imidazo[5,1-c][1,4]oxazin-9(1H)-one